tert-butyl N-[1-(6-chloropyridazin-3-yl)pyrrolidin-3-yl]-N-[(1r,3r)-3-fluorocyclobutyl]carbamate ClC1=CC=C(N=N1)N1CC(CC1)N(C(OC(C)(C)C)=O)C1CC(C1)F